C=C1C2CCC(C1)O2 2-methylene-7-oxabicyclo[2.2.1]heptane